(S)-N-(2-(3-methoxypyrrolidin-1-yl)ethyl)-7-oxo-7H-benzo[h]pyrido[2,1-b]quinazoline-12-carboxamide hydrochloride Cl.CO[C@@H]1CN(CC1)CCNC(=O)C1=CC=CN2C1=NC=1C3=C(C=CC1C2=O)C=CC=C3